tert-butyl (S)-1-(oxetan-2-ylmethyl)-2-((4-(6-(pyrazolo[1,5-a]pyridin-4-ylmethoxy) pyridin-2-yl) piperidin-1-yl) methyl)-1H-benzo[d]imidazole-6-carboxylate O1[C@@H](CC1)CN1C(=NC2=C1C=C(C=C2)C(=O)OC(C)(C)C)CN2CCC(CC2)C2=NC(=CC=C2)OCC=2C=1N(C=CC2)N=CC1